COC=1C=C(C[C@@H]2NCCC=3CCCCC23)C=CC1OC (S)-1-(3,4-dimethoxybenzyl)-1,2,3,4,5,6,7,8-octahydroisoquinoline